(Z)-2-(5-fluoro-2-methyl-1-(4-cyanobenzylidene)-1H-inden-3-yl)acetic acid FC=1C=C2C(=C(/C(/C2=CC1)=C/C1=CC=C(C=C1)C#N)C)CC(=O)O